CN(CCN(C1=CC(=C(C=C1)NC=1N=CC2=C(N1)N(C(C(=C2C#C)C2=CC=CC=C2)=O)C)OC)C)C 2-[(4-[[2-(dimethylamino)ethyl](methyl)amino]-2-methoxyphenyl)amino]-5-ethynyl-8-methyl-6-phenylpyrido[2,3-d]pyrimidin-7-one